(R)-5-((R or S)-3-(2-(5-fluorothiophen-2-yl)ethyl)-1-(2-(6-methylpyridin-3-yl)propan-2-yl)pyrrolidin-3-yl)oxazolidin-2-one citrate C(CC(O)(C(=O)O)CC(=O)O)(=O)O.FC1=CC=C(S1)CC[C@@]1(CN(CC1)C(C)(C)C=1C=NC(=CC1)C)[C@@H]1CNC(O1)=O |o1:21|